1-((benzyloxy)methyl)-2-nitrobenzene C(C1=CC=CC=C1)OCC1=C(C=CC=C1)[N+](=O)[O-]